1-(6-(4-isopropyl-4H-1,2,4-triazol-3-yl)pyridin-2-yl)-3-(3-(1-methyl-1H-pyrazol-4-yl)phenyl)imidazolidin-2-one C(C)(C)N1C(=NN=C1)C1=CC=CC(=N1)N1C(N(CC1)C1=CC(=CC=C1)C=1C=NN(C1)C)=O